NC1=NN2C(C=C(C=C2)C=2C(=C(C(=O)NCC([C@H](O)C3=CC=C(C=C3)F)(F)F)C(=CC2)Cl)F)=N1 |r| racemic-3-(2-amino-[1,2,4]triazolo[1,5-a]pyridin-7-yl)-6-chloro-N-(2,2-difluoro-3-(4-fluorophenyl)-3-hydroxypropyl)-2-fluorobenzamide